COC=1C=C2CCN(C(C2=CC1OC)CCC1=CN(C2=CC=CC=C12)CC(=O)O)CC1CCOCC1 2-(3-(2-(6,7-dimethoxy-2-((tetrahydro-2H-pyran-4-yl)methyl)-1,2,3,4-tetrahydroisoquinolin-1-yl)ethyl)-1H-indol-1-yl)acetic acid